ClC=1C(=NC=CC1C1=C(C#N)C(=CC=C1)C1=NC(=C(C=C1)CN1CC2(C1)CNC(C2)=O)OC)C2=CC(=C(C=C2)CN2CC1(C2)CNC(C1)=O)OC 2-(3-Chloro-2-(3-methoxy-4-((7-oxo-2,6-diazaspiro[3.4]octan-2-yl)methyl)phenyl)pyridin-4-yl)-6-(6-methoxy-5-((7-oxo-2,6-diazaspiro[3.4]octan-2-yl)methyl)pyridin-2-yl)benzonitrile